(2R)-2-{[2-(1-methyl-1H-pyrazol-4-yl)-7-(trifluoromethyl)[1,2,4]triazolo[1,5-c]quinazolin-5-yl]amino}-1-(morpholin-4-yl)propan-1-one CN1N=CC(=C1)C1=NN2C(=NC=3C(=CC=CC3C2=N1)C(F)(F)F)N[C@@H](C(=O)N1CCOCC1)C